4-(2,5-Diazabicyclo[2.2.2]octan-2-yl)-7-(8-ethyl-7-fluoro-3-hydroxynaphthalen-1-yl)-2-(((S)-1-methylpyrrolidin-2-yl)methoxy)-6-(trifluoromethyl)pyrido[3,4-d]pyrimidin-8(7H)-one C12N(CC(NC1)CC2)C=2C1=C(N=C(N2)OC[C@H]2N(CCC2)C)C(N(C(=C1)C(F)(F)F)C1=CC(=CC2=CC=C(C(=C12)CC)F)O)=O